N[C@@H]1C[C@H](N(C1)C(=O)OC(C)(C)C)C(=O)O (2S,4R)-4-amino-1-(tert-butoxycarbonyl)pyrrolidine-2-carboxylic acid